ClC=1C=CC(=C(C1)C(C(C)C=1N(C(C(=C(N1)C(=O)NC=1C=NOC1)OC)=O)C)C1=CC=CC=C1)C#N 2-(1-(5-chloro-2-cyanophenyl)-1-phenylpropan-2-yl)-N-(isoxazol-4-yl)-5-methoxy-1-methyl-6-oxo-1,6-dihydropyrimidine-4-carboxamide